N-[(1R,4R)-4-aminocyclohexyl]acetamide trifluoroacetate FC(C(=O)O)(F)F.NC1CCC(CC1)NC(C)=O